The molecule is a diacylglycerol 40:0 in which the acyl groups at positions 1 and 2 are octadecanoyl and docosanoyl respectively. It is a diacylglycerol 40:0 and a 1,2-diacyl-sn-glycerol. It derives from an octadecanoic acid and a docosanoic acid. CCCCCCCCCCCCCCCCCCCCCC(=O)O[C@@H](CO)COC(=O)CCCCCCCCCCCCCCCCC